C(CCCCCCCC=O)=O 1,9-nonanedial